N-(3-chlorobenzyl)-1-((6-cyclopropylimidazo[1,2-a]pyridin-2-yl)methyl)-1H-pyrazole-4-carboxamide ClC=1C=C(CNC(=O)C=2C=NN(C2)CC=2N=C3N(C=C(C=C3)C3CC3)C2)C=CC1